3-amino-2-methyl-4-(4-(methylsulfonyl)phenyl)butanoic acid methyl ester hydrochloride Cl.COC(C(C(CC1=CC=C(C=C1)S(=O)(=O)C)N)C)=O